O=C1N(C(CC1)=O)C1=C(C(=C(C=2OC3=C(C(=C(C=C3C3(C12)OC(C1=C3C=C(C=C1)C(=O)O)=O)OC)O)Cl)Cl)O)OC.FC(C1=CC=CC(=N1)C(=O)N)(F)F 6-(trifluoromethyl)pyridinecarboxamide (2,5-dioxopyrrolidin-1-yl)4',5'-dichloro-3',6'-dihydroxy-2',7'-dimethoxy-1-oxospiro[2-benzofuran-3,9'-xanthene]-5-carboxylate